C(C)N1C(=NC=C1)S(=O)(=O)NC=1C=CC(=C2C=CC=NC12)S(=O)(=O)C 1-ethyl-N-(5-methylsulfonyl-8-quinolyl)imidazole-2-sulfonamide